2-(4-(5-(((1S,3S)-3-(methoxycarbonyl)cyclohexyl)oxy)-6-methylpyridin-2-yl)-1-methyl-1H-1,2,3-triazol-5-yl)acetic acid COC(=O)[C@@H]1C[C@H](CCC1)OC=1C=CC(=NC1C)C=1N=NN(C1CC(=O)O)C